N1N=NN=C1C1(CC(=CC=C1)NC1=NN=NN1)N 1,N3-di(1H-tetrazole-5-yl)benzene-1,3-diamine